BrC1=CC=C(C=C1)C=CC(=O)C1=CC=C(C=C1)OCC(=O)N1CCN(CC1)S(=O)(=O)C1=CC=C(C=C1)[N+](=O)[O-] 3-(4-bromophenyl)-1-(4-(2-(4-((4-nitrophenyl)sulfonyl)piperazin-1-yl)-2-oxoethoxy)phenyl)prop-2-en-1-one